1-nonadecanethiol C(CCCCCCCCCCCCCCCCCC)S